N-(2-bromo-6-carbamoyl-4-chloro-phenyl)-2-cyclopropyl-5-[[5-[4-(trifluoromethyl)phenyl]tetrazol-2-yl]methyl]pyrazole-3-carboxamide BrC1=C(C(=CC(=C1)Cl)C(N)=O)NC(=O)C=1N(N=C(C1)CN1N=C(N=N1)C1=CC=C(C=C1)C(F)(F)F)C1CC1